CC(C)CC(CCC(CC(C)C)(O)C)(O)C 2,4,7,9-tetramethyldecane-4,7-diol